N(=[N+]=[N-])C(CCN)CCC 3-azidohexane-1-amine